BrC=1C=C(C=NC1Cl)C1(CC(C1)OC)C(=O)O (1R,3R)-1-(5-bromo-6-chloropyridin-3-yl)-3-methoxycyclobutane-1-carboxylic acid